CN1N=CC(=C1)C1=C2C(=NC=C1)NC=C2C=2C=C1CCNC(C1=CC2)=O 6-(4-(1-methyl-1H-pyrazol-4-yl)-1H-pyrrolo[2,3-b]pyridin-3-yl)-3,4-dihydroisoquinolin-1(2H)-one